2-(4-fluorophenyl)-N-(3-methyltetrahydrofuran-3-yl)pyrido[3,2-d]pyrimidin-4-amine FC1=CC=C(C=C1)C=1N=C(C2=C(N1)C=CC=N2)NC2(COCC2)C